4-Chloro-7-(1,2,3,4-tetrahydropyrido[3,2-b]pyridin-1-yl)quinoline-3-carboxamide ClC1=C(C=NC2=CC(=CC=C12)N1C2=C(CCC1)N=CC=C2)C(=O)N